COC(=O)NC1=CC2=C(C3=C(S2)C=CC(=C3)S(=O)(=O)N[C@H](C(=O)O)C(C)C)C=C1 (S)-2-(7-methoxycarbonylamino-dibenzo[b,d]thiophene-2-sulfonamido)-3-methyl-butanoic acid